3-Cyclopropyl-5-(2-methylpyridin-3-ylmethyl)-4-oxo-4,5,6,7-tetrahydropyrazolo[1,5-a]pyrazine-2-carboxylic acid (5-fluoromethyl-[1,3,4]thiadiazol-2-yl) amide FCC1=NN=C(S1)NC(=O)C1=NN2C(C(N(CC2)CC=2C(=NC=CC2)C)=O)=C1C1CC1